NC1=C(C=C(C=N1)NC(C(=O)N1[C@@H](CC[C@H](C1)C)C1CCC(CC1)C(C)(C)C)=O)C |r| rac-N-(6-amino-5-methyl-3-pyridyl)-2-[(2S,5R)-2-(4-tert-butylcyclohexyl)-5-methyl-1-piperidyl]-2-oxo-acetamide